methyl (S)-2-aminobutyrate N[C@H](C(=O)OC)CC